C(C(C)CCCCCCCCCCCCCC(=O)[O-])CCCCCCCCCCCCCC(=O)OOC(CNC(=O)OCC1C2=CC=CC=C2C=2C=CC=CC12)=O (9-fluorenylmethoxycarbonyl glycyloxy) propane-1,2-diylditetradecanoate